O=C1OC2=C(N1)C=CC(=C2)C=O 2-oxo-3H-1,3-benzoxazole-6-carbaldehyde